5-({[4-(trifluoromethyl)phenyl]methoxy}methyl)-1H-indol-3-amine FC(C1=CC=C(C=C1)COCC=1C=C2C(=CNC2=CC1)N)(F)F